2,4,6-trimethylbenzoyldiphenyl-oxy-phosphorus CC1=C(C(=O)P(OC2=CC=CC=C2)OC2=CC=CC=C2)C(=CC(=C1)C)C